O=C1NC(CCC1N1C(C2=CC=CC(=C2C1=O)N[C@@H]1C[C@H](C1)C(=O)O)=O)=O (trans)-3-{[2-(2,6-dioxopiperidin-3-yl)-1,3-dioxo-2,3-dihydro-1H-isoindol-4-yl]amino}cyclobutane-1-carboxylic acid